O=C1N[C@@H](CC1)C(F)(F)F (3S,5S)-2-oxo-5-(trifluoromethyl)pyrrolidin